COC=1C=C2SC3=NC(=CN3C2=CC1)C(=O)N1CCC=2C1=CN=CC2 10-methoxy-4-{1H,2H,3H-pyrrolo[2,3-c]pyridine-1-carbonyl}-7-thia-2,5-diazatricyclo[6.4.0.02,6]dodeca-1(12),3,5,8,10-pentaene